C(C)OC1=C(C=C(C=N1)C1=CC(=C2C(=N1)N=C(N2)NC(=O)C2=CC=C(C=N2)CCCC(=O)OCC)N(C)CC2(CCCC2)COC)C(F)(F)F Ethyl 4-[6-({5-[6-ethoxy-5-(trifluoromethyl)pyridin-3-yl]-7-({[1-(methoxymethyl)cyclopentyl]methyl}(methyl)amino)-1H-imidazo[4,5-b]pyridin-2-yl} carbamoyl)pyridin-3-yl]butanoate